N-benzylcyclohexylaziridine C(C1=CC=CC=C1)N1C(C1)C1CCCCC1